3,4-Difluoro-2-(2-fluoro-4-iodoanilino)-5-[(E)-[(4-methylphenyl)sulfonylhydrazinylidene]methyl]benzoate FC=1C(=C(C(=O)[O-])C=C(C1F)/C=N/NS(=O)(=O)C1=CC=C(C=C1)C)NC1=C(C=C(C=C1)I)F